(S)-(+)-1-[(R)-2-diphenylphosphinoferrocenyl]ethyldi-tert-butylphosphine C1(=CC=CC=C1)P(C=1[C-](C=CC1)[C@H](C)P(C(C)(C)C)C(C)(C)C)C1=CC=CC=C1.[CH-]1C=CC=C1.[Fe+2]